1-(2-Deoxy-β-D-ribofuranosyl)-(S)-4-(4,5-dibenzoyloxy-pent-1-yn-1-yl)-1H-pyrrole-2-carbaldehyde [C@@H]1(C[C@H](O)[C@H](O1)CO)N1C(=CC(=C1)C#CC[C@@H](COC(C1=CC=CC=C1)=O)OC(C1=CC=CC=C1)=O)C=O